FC=1C=C2C=CC(C2=C(C1)F)P(C(F)(F)F)C(F)(F)F 5,7-difluoro-1H-indenyl-bis(trifluoromethyl)phosphine